C(C)(C)(C)C1=NN(C=C1CCP(=O)(OCC)OCC)C(=O)OC1(CCNCC1)C1=CC=C2C(=NN(C2=C1)C)C=1C(=NC(=CC1)OCC1=CC=CC=C1)OCC1=CC=CC=C1 4-(3-(2,6-bis(benzyloxy)pyridin-3-yl)-1-methyl-1H-indazol-6-yl)piperidin-4-ol tert-butyl-4-(2-(diethoxyphosphoryl)ethyl)-1H-pyrazole-1-carboxylate